ethyl-4-methyl-5-ethoxyoxazoleN C(C)C1=NOC(C1C)OCC